1-ethyl-5-methyl-3-(pyrazin-2-ylmethylene)indolin-2-one C(C)N1C(C(C2=CC(=CC=C12)C)=CC1=NC=CN=C1)=O